2-(4,5-dibromo-2H-1,2,3-triazol-2-yl)pyridine BrC1=NN(N=C1Br)C1=NC=CC=C1